3-amino-N-[(4-{2-[(1-benzylcyclobutyl)formamido]ethyl}phenyl)methyl]pyrazine-2-carboxamide NC=1C(=NC=CN1)C(=O)NCC1=CC=C(C=C1)CCNC(=O)C1(CCC1)CC1=CC=CC=C1